3-(4-bromophenyl)-1-(2-hydroxy-4-methoxyphenyl)-2-propen-1-one BrC1=CC=C(C=C1)C=CC(=O)C1=C(C=C(C=C1)OC)O